(1's,3R,13'R,16'S,19's)-13'-methyl-8',18'-dioxa-5',12'-diazaspiro[morpholine-3,15'-tetracyclo[17.2.2.02,7.012,16]tricosane] C[C@H]1N2CCCOC3CNCCC3C3CCC(OC[C@@H]2[C@@]2(C1)NCCOC2)CC3